tert-butyl (R)-3-(3-(4-(2-methyl-1,3-dioxolan-2-yl)phenyl)-1,2,4-oxadiazol-5-yl)pyrrolidine-1-carboxylate CC1(OCCO1)C1=CC=C(C=C1)C1=NOC(=N1)[C@H]1CN(CC1)C(=O)OC(C)(C)C